C1(CCC1)C(=O)N1CCCC2=CC(=CC=C12)[C@@H](C(=O)NC1=CC=C(C=C1)F)C (2S)-2-[1-(cyclobutanecarbonyl)-1,2,3,4-tetrahydroquinolin-6-yl]-N-(4-fluorophenyl)propanamide